CC1(C=CC2=C(O1)C=CC3=C2OC[C@H](C3)C4=C(C=C(C=C4)O)O)C The molecule is a member of the class of hydroxyisoflavans that is (R)-isoflavan substituted by hydroxy groups at positions 2' and 4' and a 2,2-dimethyl-2H-pyran group across positions 7 and 8 respectively. It has a role as an antiplasmodial drug. It derives from a hydride of a (R)-isoflavan.